allyl (2-propyne-1-oxy) chlorophosphate P(=O)(OCC=C)(OOCC#C)Cl